COC1=CC=C(COC(=O)C2CC(C2)=CC(F)(F)F)C=C1.NC=1C=C(C(=O)N[C@@H]2CC[C@@H](CC2)N(C)C)C=C(C1)C(F)(F)F 3-amino-N-(cis-4-(dimethylamino)cyclohexyl)-5-(trifluoromethyl)benzamide 4-Methoxybenzyl-3-(2,2,2-trifluoroethylidene)cyclobutane-1-carboxylate